N-(3,5-difluoro-4-iodopyridin-2-yl)-N-(ethylsulfonyl)ethanesulfonamide FC=1C(=NC=C(C1I)F)N(S(=O)(=O)CC)S(=O)(=O)CC